3,4,5-trifluoropyridine FC=1C=NC=C(C1F)F